FC(C(=O)N1CCCC12CCCN(C2)C2(C(NC(NC2=O)=O)=O)C2=CC=C(C=C2)OC2=CC=C(C=C2)OC(F)(F)F)(F)F 5-[1-(2,2,2-trifluoroacetyl)-1,9-diazaspiro[4.5]decan-9-yl]-5-[4-[4-(trifluoromethoxy)phenoxy]phenyl]hexahydropyrimidine-2,4,6-trione